CON=C1CN(C1)C1=CC(=C2C(C(=CN(C2=N1)C=1SC=CN1)C(=O)O)=O)C 7-[3-(methoxyimino)azetidin-1-yl]-5-methyl-4-oxo-1-(1,3-thiazol-2-yl)-1,4-dihydro-1,8-naphthyridine-3-carboxylic acid